2-methyl-3-((4-methoxyphenyl)thio)indole CC=1NC2=CC=CC=C2C1SC1=CC=C(C=C1)OC